(2R)-4-[2-(4-chloro-3-fluorophenoxy)acetamido]-2-hydroxy-N-{[5-(trifluoromethyl)pyridin-2-yl]methyl}bicyclo[2.2.2]octane-1-carboxamide ClC1=C(C=C(OCC(=O)NC23C[C@H](C(CC2)(CC3)C(=O)NCC3=NC=C(C=C3)C(F)(F)F)O)C=C1)F